FC1=C2NC(C=3N(C2=C(C(=C1)C=1C=2N(C=C(C1)F)N=CC2)C)C(=NN3)C)(C)C 6-Fluoro-8-(6-fluoro-pyrazolo[1,5-a]pyridin-4-yl)-1,4,4,9-tetramethyl-5H-[1,2,4]triazolo[4,3-a]quinoxaline